(2-(5-cyclopropyl-3-(3,5-dichloropyridin-4-yl)isoxazol-4-yl)-7-azaspiro[3.5]non-1-en-7-yl)-7-(trifluoromethyl)quinoline-5-carboxylic acid C1(CC1)C1=C(C(=NO1)C1=C(C=NC=C1Cl)Cl)C1=CC2(C1)CCN(CC2)C2=NC=1C=C(C=C(C1C=C2)C(=O)O)C(F)(F)F